C(C)(=O)OCC(CO)NC(=O)OC(C)(C)C 2-((tert-butoxycarbonyl) amino)-3-hydroxypropyl acetate